ClS(=O)(=O)C=1OC=CC1 (chlorosulfonyl)furan